8-amino-N-{3-[(3,3-difluoroazetidin-1-yl)methyl]bicyclo[1.1.1]pentan-1-yl}-6-(4-fluorophenyl)-5-{3-methylimidazo[1,2-a]pyridin-6-yl}imidazo[1,2-a]pyrazine-2-carboxamide NC=1C=2N(C(=C(N1)C1=CC=C(C=C1)F)C=1C=CC=3N(C1)C(=CN3)C)C=C(N2)C(=O)NC23CC(C2)(C3)CN3CC(C3)(F)F